10-Phenyl-10H,10'H-spiro[acridine-9,9'-anthracen]-10'-one C1(=CC=CC=C1)N1C=2C=CC=CC2C2(C3=CC=CC=C3C(C=3C=CC=CC23)=O)C2=CC=CC=C12